4,6-dichloro-1-(2,2,2-trifluoroethyl)-1H-pyrazolo[3,4-d]pyrimidine ClC1=C2C(=NC(=N1)Cl)N(N=C2)CC(F)(F)F